ClC=1N=C(N=NC1Cl)SC 5,6-Dichloro-3-(methylthio)-1,2,4-triazine